({[(2-bromoethyl)amino][(2-nitro-3-methylimidazol-4-yl)methoxy]phosphoryl})amine BrCCNP(=O)(OCC=1N(C(=NC1)[N+](=O)[O-])C)N